(S,E)-methyl 7-(1-(2-(2-adamantylamino)-2-oxoethyl)-2-oxo-1,2-dihydropyridin-3-ylamino)-6-(3-methyl-1H-indole-2-carboxamido)-7-oxohept-2-enoate C12C(C3CC(CC(C1)C3)C2)NC(CN2C(C(=CC=C2)NC([C@H](CC/C=C/C(=O)OC)NC(=O)C=2NC3=CC=CC=C3C2C)=O)=O)=O